CC=1OC=CC1S[C@@H](C(C)=O)C |r| (±)-3-((2-methyl-3-furyl)thio)-2-butanone